(S)-3-((6-(N-(4-methoxybenzyl)-N-(thiazol-4-yl)sulfamoyl)-4-methylpyridin-3-yl)(methyl)amino)pyrrolidine-1-carboxylic acid tert-butyl ester C(C)(C)(C)OC(=O)N1C[C@H](CC1)N(C)C=1C=NC(=CC1C)S(N(C=1N=CSC1)CC1=CC=C(C=C1)OC)(=O)=O